5-Bromo-2-(4-(trifluoromethyl)-1H-imidazol-2-yl)pyridine Ethyl-(2-cyano-2-(2-(3,5-dichloro-4-((1-(4-methylbenzyl)-6-oxo-1,6-dihydropyridin-3-yl)oxy)phenyl)hydrazono)acetyl)carbamate C(C)N(C(O)=O)C(C(=NNC1=CC(=C(C(=C1)Cl)OC1=CN(C(C=C1)=O)CC1=CC=C(C=C1)C)Cl)C#N)=O.BrC=1C=CC(=NC1)C=1NC=C(N1)C(F)(F)F